FC=1C=CC(=NC1)OCC(C)(C)NC(=O)C=1C=C2C(=NC1)CCC2 N-(1-((5-fluoropyridin-2-yl)oxy)-2-methylpropan-2-yl)-6,7-dihydro-5H-cyclopenta[b]pyridine-3-carboxamide